5-chloro-2-(4,4-difluorohexahydrocyclopenta[c]pyrrol-2(1H)-yl)pyridin-4-amine ClC=1C(=CC(=NC1)N1CC2C(C1)C(CC2)(F)F)N